FC1(CN(CCC1N1C=NC2=C(C1=O)SC(=C2)C=2C=C(C=1N(C2)C=C(N1)C)F)C(=O)OC(C)(C)C)F tert-butyl 3,3-difluoro-4-(6-{8-fluoro-2-methylimidazo[1,2-a]pyridin-6-yl}-4-oxothieno[3,2-d]pyrimidin-3-yl)piperidine-1-carboxylate